C[C@@H]1N[C@@H](C[C@@H](C1)C1=CC=C(C=C1)C(F)(F)F)C=1N=NN(C1)C (2S,4R,6S)-2-methyl-6-(1-methyltriazol-4-yl)-4-[4-(trifluoromethyl)phenyl]piperidine